OCCCNC=1N=CC2=C(C3=C(NC=4C(=CC=CC34)P(C)(C)=O)CCC2)N1 (2-((3-hydroxypropyl)amino)-5,6,7,8-tetrahydropyrimido[4',5':3,4]cyclohepta[1,2-b]indol-9-yl)dimethylphosphine oxide